C(CC)C=1C(=NC(N([C@H]2C[C@@H]([C@@H](CO)O2)N=[N+]=[N-])C1)=O)N 5-propyl-2',3'-dideoxy-3'-azidocytidine